Perchlorosilan Cl[Si](Cl)(Cl)Cl